C(C)(C)N1N=C(C=C1)S(=O)(=O)NC(NC1=C2CCCC2=CC=C1C1=CC(=NC=C1)N1CCC(CC1)B(O)O)=O (1-(4-(4-(3-((1-isopropyl-1H-pyrazol-3-yl)sulfonyl)ureido)-2,3-dihydro-1H-inden-5-yl)pyridin-2-yl)piperidin-4-yl)boronic acid